[4-(2-cyclohexylethyl)-piperazin-1-yl]-phenyl-methanone C1(CCCCC1)CCN1CCN(CC1)C(=O)C1=CC=CC=C1